2-{4-[(4s,5r)-4,5-bis-(4-chloro-phenyl)-2-(2-ethoxyphenyl)-4,5-dihydro-imidazole-1-carbonyl]-piperazin-1-yl}-1-morpholin-4-yl-ethanone ClC1=CC=C(C=C1)[C@@H]1N=C(N([C@@H]1C1=CC=C(C=C1)Cl)C(=O)N1CCN(CC1)CC(=O)N1CCOCC1)C1=C(C=CC=C1)OCC